2-((3-cyano-4,6-bis(trifluoromethyl)pyridin-2-yl)-amino)-N-methyl-N-(4-(trifluoromethoxy)phenyl)-acetamide C(#N)C=1C(=NC(=CC1C(F)(F)F)C(F)(F)F)NCC(=O)N(C1=CC=C(C=C1)OC(F)(F)F)C